2-methyl-1-butanal CC(C=O)CC